C(CCCC)C1CCC(CC1)=O 4-Pentylcyclohexane-1-one